NC1(C(N(C2=CC=CC=C12)C=1C=NC=C(C1)C=C1OC(C2=CC=CC=C12)=O)=O)C 3-amino-3-methyl-1-(5-((3-oxoisobenzofuran-1(3H)-ylidene)methyl)pyridin-3-yl)indolin-2-one